anti-phenylacetaldoxime C1=CC=C(C=C1)CC=NO